ClCC(=C)CCl 3-chloro-2-chloromethyl-1-propene